(2S,11aR)-7-fluoro-2-((8-fluoro-2-oxo-1,2,3,4-tetrahydroquinolin-7-yl)oxy)-6-isopropoxy-8-Methyl-2,3,11,11a-tetrahydro-1H,5H-benzo[f]pyrrolo[2,1-c][1,4]oxazepin-5-one FC=1C(=CC2=C(C(N3[C@@H](CO2)C[C@@H](C3)OC3=CC=C2CCC(NC2=C3F)=O)=O)C1OC(C)C)C